[(2S,3S,5S,6R)-5-benzoyloxy-6-methoxy-2-methyl-tetrahydropyran-3-yl] benzoate C(C1=CC=CC=C1)(=O)O[C@@H]1[C@@H](O[C@H]([C@H](C1)OC(C1=CC=CC=C1)=O)OC)C